NC1=C(C(=NC=2N1N=C(C2C)C)NCCC2=NN(C=C2)C2C(CC2)CO)C#N (-)-7-amino-5-((2-(1-(2-(hydroxymethyl)cyclobutyl)-1H-pyrazol-3-yl)ethyl)amino)-2,3-dimethylpyrazolo[1,5-a]pyrimidine-6-carbonitrile